2,6-Bis(4-hydroxy-3-(trifluoromethoxy)benzyliden)-4-methylcyclohexan-1-one OC1=C(C=C(C=C2C(C(CC(C2)C)=CC2=CC(=C(C=C2)O)OC(F)(F)F)=O)C=C1)OC(F)(F)F